CC1N(CCCC1C(=O)N)C1=NC(=NC=C1)C1=CN=C2N1C=C(N=C2)C(F)(F)F 2-Methyl-1-(2-(6-(trifluoromethyl)imidazo[1,2-a]pyrazin-3-yl)pyrimidin-4-yl)piperidine-3-carboxamide